methyl 1-(6-(benzyloxy)pyridin-2-yl)pyrrolidine-3-carboxylate C(C1=CC=CC=C1)OC1=CC=CC(=N1)N1CC(CC1)C(=O)OC